3-(bromomethyl)-4-iodo-5-methyl-isoxazole BrCC1=NOC(=C1I)C